2,2-dimethyl-4-mercapto-butyric acid CC(C(=O)O)(CCS)C